ClCCOCCN1C=C2C=CC=CC2=C1 2-[2-(2-Chloroethoxy)ethyl]isoindole